N(=O)[O-].[N+3].O[C@H]1CN(CC1)C1=C(C=C2C(=N1)N=C(S2)N2CCOCC2)NC(=O)C=2N=C(OC2)C2=CC(=NC=C2)C.N(=O)[O-].N(=O)[O-] (R)-N-(5-(3-hydroxypyrrolidin-1-yl)-2-morpholinothiazolo[4,5-b]pyridin-6-yl)-2-(2-methylpyridin-4-yl)oxazole-4-carboxamide nitrogen (nitrite)